N-(4-fluoro-2-isopropoxy-phenyl)-5H-pyrrolo[3,2-d]pyrimidin-4-amine FC1=CC(=C(C=C1)NC=1C2=C(N=CN1)C=CN2)OC(C)C